CN1N=C(C2=C1C(N(CC2)CC2(CC2)S(=O)(=O)C2(COS(OC2)(=O)=O)C)=O)C(=O)OCC ethyl 1-methyl-6-((1-((5-methyl-2,2-dioxido-1,3,2-dioxathian-5-yl)sulfonyl)cyclopropyl)methyl)-7-oxo-4,5,6,7-tetrahydro-1H-pyrazolo[3,4-c]pyridine-3-carboxylate